2-(1-phenyl-1H-1,2,4-triazol-3-yl)-N-(piperidin-4-yl)-N-(propan-2-yl)-1,3-thiazole-4-carboxamide C1(=CC=CC=C1)N1N=C(N=C1)C=1SC=C(N1)C(=O)N(C(C)C)C1CCNCC1